FC=1C=C(C=CC1OC)C=1C=NC(=NC1OC)N1CC(CCC1)NC 5-(3-Fluoro-4-methoxyphenyl)-6-methoxy-2-(3-(methylamino)piperidin-1-yl)pyrimidine